C(ONC(C1=CN=CC=C1)=O)([2H])([2H])[2H] N-(methoxy-d3)nicotinamide